1-(3-fluoro-4-methoxyphenyl)cyclopropanecarboxylic acid FC=1C=C(C=CC1OC)C1(CC1)C(=O)O